N6,N6-Dimethyladenosine CN(C)C1=NC=NC2=C1N=CN2[C@H]3[C@@H]([C@@H]([C@H](O3)CO)O)O